ethyl 2-(methoxymethyl)-4-oxo-4,5,6,7-tetrahydropyrazolo[1,5-a]pyridine-5-carboxylate COCC1=NN2C(C(C(CC2)C(=O)OCC)=O)=C1